BrC=1C=C(CN2C(=NC=3N(C(N(C(C23)=O)C)=O)C)SC(C(=O)OCC)CC)C=CC1 ethyl 2-{[7-(3-bromobenzyl)-1,3-dimethyl-2,6-dioxo-2,3,6,7-tetrahydro-1H-purin-8-yl]thio}butanoate